(3S)-3-[4-(2,2-dimethylpropoxy)phenyl]hex-4-ynoic acid CC(COC1=CC=C(C=C1)[C@H](CC(=O)O)C#CC)(C)C